(dimethylamino)azetidine-1-carboxamide CN(C)C1N(CC1)C(=O)N